2-chloro-5-(3-cyclopropyl-phenoxy)-N-[2-(2,3-dichlorophenyl)ethyl]pyridine-4-carboxamide ClC1=NC=C(C(=C1)C(=O)NCCC1=C(C(=CC=C1)Cl)Cl)OC1=CC(=CC=C1)C1CC1